ClC1=C(C=CC=C1)N1CC2=C(C=3C=CC(=NC13)C(F)(F)F)NC(=N2)C(F)(F)F 5-(2-Chlorophenyl)-2,7-bis(trifluoromethyl)-1,5-dihydro-4H-imidazo[4,5-c][1,8]naphthyridine